diethylmethyltrimethoxysilane C(C)C(O[Si](OC)(OC)C)CC